C(C=C)(=O)OCC(C(C(=O)N1[C@@H](CCCC1)C(=O)O[C@H](CCC1=CC(=C(C=C1)OC)OC)C=1C=C(C=NC1)OCC(=O)O)=O)(C)C 2-((5-((R)-1-(((S)-1-(4-(acryloyloxy)-3,3-dimethyl-2-oxobutanoyl)piperidine-2-carbonyl)oxy)-3-(3,4-dimethoxyphenyl)propyl)pyridin-3-yl)oxy)acetic acid